NC1CCC(CC1)NC1=NC2=C(C=C(C=C2C=N1)C=1C=C(C(=NC1OC)NS(=O)(=O)C1=C(C=CC=C1)Cl)F)C N-(5-(2-(((1s,4s)-4-aminocyclohexyl)amino)-8-methylquinazolin-6-yl)-3-fluoro-6-methoxypyridin-2-yl)-2-chlorobenzenesulfonamide